C(C1=CC=CC=C1)N(C1CCC(CC1)NC(=O)N1CC(C2=NC=CC=C21)(C)C)C N-((1r,4r)-4-(benzyl(methyl)amino)cyclohexyl)-3,3-dimethyl-2,3-dihydro-1H-pyrrolo[3,2-b]pyridine-1-carboxamide